tert-Butyl 4-(8-bromoimidazo[1,5-a]pyridin-3-yl)piperidine-1-carboxylate BrC=1C=2N(C=CC1)C(=NC2)C2CCN(CC2)C(=O)OC(C)(C)C